FC(C1=NC=NC=C1N1C[C@@H](CC1)CN1[C@@H]([C@H]([C@@H]([C@H](C1)OCC1=CC=CC=C1)OCC1=CC=CC=C1)OCC1=CC=CC=C1)C)(F)F 4-(trifluoromethyl)-5-((S)-3-(((2R,3R,4R,5S)-3,4,5-tris(benzyloxy)-2-methylpiperidin-1-yl)methyl)pyrrolidin-1-yl)pyrimidine